2,2,2-Trifluoroethyl-(7-fluoro-6-(8-methyl-2,3-dihydro-1H-pyrido[2,3-b][1,4]oxazin-7-yl)isochinolin-3-yl)carbamat FC(COC(NC=1N=CC2=CC(=C(C=C2C1)C1=C(C2=C(OCCN2)N=C1)C)F)=O)(F)F